C1=CC=CC=2C3=CC=CC=C3C3(C12)C1=CC=C(C=C1OC=1C=CC(=CC13)OC(=O)C=1C=C(C(C(=O)O)=CC1)C(=O)O)OC(=O)C=1C=C(C(C(=O)O)=CC1)C(=O)O 4,4'-[spiro(xanthene-9,9'-fluorene)-2,6-diylbis(oxycarbonyl)]diphthalic acid